6-chloro-5-(5-(1-hydroxycyclobutyl)thiophen-2-yl)-1H-indole-3-carboxylic acid ClC1=C(C=C2C(=CNC2=C1)C(=O)O)C=1SC(=CC1)C1(CCC1)O